tert-Butyl-3-amino-2-(3-bromobenzyl)pyrrolidine C(C)(C)(C)N1C(C(CC1)N)CC1=CC(=CC=C1)Br